(R)-1-(6-(4-(5-chloro-6-methyl-1H-indazol-4-yl)-3-(2-(2-methoxyethyl)-2H-indazol-5-yl)-5-methyl-1H-pyrazol-1-yl)-2-azaspiro[3.3]hept-2-yl)prop-2-en-1-one ClC=1C(=C2C=NNC2=CC1C)C=1C(=NN(C1C)C1CC2(CN(C2)C(C=C)=O)C1)C1=CC2=CN(N=C2C=C1)CCOC